N-[(1S)-1-[[(1S)-1-(5,6-difluoro-1H-benzimidazol-2-yl)ethyl]carbamoyl]-3-[(2S)-2-ethyl-1-piperidyl]-3-oxo-propyl]-4-methyl-pentanamide FC1=CC2=C(NC(=N2)[C@H](C)NC(=O)[C@H](CC(=O)N2[C@H](CCCC2)CC)NC(CCC(C)C)=O)C=C1F